6-chloro-1-(3,3,3-trifluoropropyl)-1H-pyrazolo[3,4-b]pyridine ClC1=CC=C2C(=N1)N(N=C2)CCC(F)(F)F